(triphenylenyl)(phenyldibenzofuranyl)benzene C1(=CC=CC=2C3=CC=CC=C3C3=CC=CC=C3C12)C1=C(C=CC=C1)C1=C(C=CC=2OC3=C(C21)C=CC=C3)C3=CC=CC=C3